CC1(OC[C@H](O1)C1=CC=C(C=N1)NC(=O)[C@H]1O[C@@]([C@@H]([C@@H]1C1=C(C(=C(C=C1)F)C)OCC)C)(C(F)(F)F)C)C |o1:15,17,18,19| Rel-(2s,3R,4R,5s)-N-(6-((R)-2,2-dimethyl-1,3-dioxolan-4-yl)pyridin-3-yl)-3-(2-ethoxy-4-fluoro-3-methylphenyl)-4,5-dimethyl-5-(trifluoromethyl)tetrahydrofuran-2-carboxamide